7-(2-Chloro-5-fluorophenyl)-1,4,8-tris(4-methoxybenzyl)-6-nitro-1,2,3,4,7,8-hexahydro-9H-pyrrolo[3,4-f]quinoxaline ClC1=C(C=C(C=C1)F)C1N(CC=2C=3N(CCN(C3C=C(C21)[N+](=O)[O-])CC2=CC=C(C=C2)OC)CC2=CC=C(C=C2)OC)CC2=CC=C(C=C2)OC